OC1C(CC(CC1)CC[Si](OC)(OC)OC)OC(=O)C1=C(C(=C(C(=C1I)I)I)I)S(=O)(=O)[O-] 2-(((2-hydroxy-5-(2-(trimethoxysilyl) ethyl) cyclohexyl) oxy) carbonyl)-3,4,5,6-tetraiodobenzenesulfonate